C(CCCCCCC)SCCO 2-(octylsulfanyl)ethane-1-ol